ClC=1N(C(=C(C1C=O)C=O)C1=CC=CC=C1)C 2-CHLORO-1-METHYL-5-PHENYL-1H-PYRROLE-3,4-DICARBALDEHYDE